C1(=CC=CC=C1)C1=CC2=C(C=N1)C=CN2C2=CC=C(C(=O)O)C=C2 4-(6-phenyl-1H-pyrrolo[3,2-c]pyridin-1-yl)benzoic acid